BrC=1C=NC(=NC1)NCC1(CC(C1)F)C1=NC=CC=C1F 5-bromo-N-(((1r,3r)-3-fluoro-1-(3-fluoropyridin-2-yl)cyclobutyl)methyl)pyrimidin-2-amine